COC(CN(CCC(C(=O)O)NC1=C2C(=NC=N1)N(N=C2)C)CCCCC2=NC=1NCCCC1C=C2)C 4-((2-methoxypropyl)(4-(5,6,7,8-tetrahydro-1,8-naphthyridin-2-yl)butyl)amino)-2-((1-methyl-1H-pyrazolo[3,4-d]pyrimidin-4-yl)amino)butanoic acid